C(C)(C)(C)NC(NC=1C=C2N=CC(N(C2=CC1C#N)[C@@H](C)C1=C(C=CC(=C1)Cl)Cl)=O)=O 3-tert-butyl-1-{7-cyano-1-[(1S)-1-(2,5-dichlorophenyl)ethyl]-2-oxoquinoxalin-6-yl}urea